ClC1=CC=C2C(=C(NC2=C1C=1C(=NN(C1C)CCOCCOC)C)C(=O)OC(C)(C)C)CCCOC1=CC=CC2=CC(=CC=C12)F tert-Butyl 6-chloro-3-(3-((6-fluoronaphthalen-1-yl)oxy)propyl)-7-(1-(2-(2-methoxyethoxy)ethyl)-3,5-dimethyl-1H-pyrazol-4-yl)-1H-indole-2-carboxylate